(E)-methyl 2-(3-(tert-butoxy)-3-oxoprop-1-enyl)-3-methylbenzoate C(C)(C)(C)OC(/C=C/C1=C(C(=O)OC)C=CC=C1C)=O